BrC=1C(=C(NC2=NC=NC3=CC(=C(C=C23)O)O)C=CC1)F 4-(3-bromo-2-fluoroanilino)quinazoline-6,7-diol